tert-butyl 3-(1-(2,6-dioxopiperidin-3-yl)-3-methyl-2-oxo-2,3-dihydro-1H-benzo[d]-imidazol-4-yl)azetidine-1-carboxylate O=C1NC(CCC1N1C(N(C2=C1C=CC=C2C2CN(C2)C(=O)OC(C)(C)C)C)=O)=O